OC=1C=C(C=CC1O)C(CO)O 3,4-dihydroxyphenyl-ethylene glycol